C(=CC)N1[C@@H](CCCC1)C=1N(C(=C(N1)C1=CC=C(C=C1)C(NC1=NC=CC=C1)=O)C(=O)N)N (S)-2-(1-propenylpiperidin-2-yl)-1-amino-4-(4-(pyridin-2-ylcarbamoyl)phenyl)-1H-imidazole-5-carboxamide